(S)-N-((S)-1-(5-(4-Fluorophenyl)-1H-imidazol-2-yl)-7-oxodecyl)-6-methyl-6-azaspiro[2.5]octan-1-carboxamid FC1=CC=C(C=C1)C1=CN=C(N1)[C@H](CCCCCC(CCC)=O)NC(=O)[C@H]1CC12CCN(CC2)C